N(=[N+]=[N-])CCCCCCC=1N=C(N(C1)C1=CC=CC=C1)NC(=O)C=1C=C(C=CC1)C=1C=CC(=NC1)NC(OC(C)(C)C)=O tert-butyl (5-(3-((4-(6-azidohexyl)-1-phenyl-1H-imidazol-2-yl)carbamoyl)phenyl)pyridin-2-yl)carbamate